4,4'-(4-chloroquinoline-2,6-diyl)bis(3,5-dimethylisoxazole) ClC1=CC(=NC2=CC=C(C=C12)C=1C(=NOC1C)C)C=1C(=NOC1C)C